2-chloro-N3,N3-dimethyl-4-(methylsulfonyl)-N1-(1-phenyl-1H-tetrazol-5-yl)isophthalamide ClC1=C(C(=O)NC2=NN=NN2C2=CC=CC=C2)C=CC(=C1C(=O)N(C)C)S(=O)(=O)C